BORANE-AMINE BN